FC1(CC(C1)(C)CN1N=C(C(=C1C(=O)NC1=CC(=[N+](C=C1)[O-])S(=O)(=N)C)C(F)(F)F)C1C(C1)(F)F)F 4-(1-((3,3-difluoro-1-methylcyclobutyl)methyl)-3-(2,2-difluorocyclopropyl)-4-(trifluoromethyl)-1H-pyrazole-5-carboxamido)-2-(S-methylsulfonimidoyl)pyridine 1-oxide